4-(3-chloropropyl)-2-naphthol ClCCCC1=CC(=CC2=CC=CC=C12)O